5-(morpholinomethyl)pyridine-2-carboxylic acid methyl ester COC(=O)C1=NC=C(C=C1)CN1CCOCC1